C(C)(C)N1C=2C=CC=CC2N(C2=CC=CC=C12)C(C)C 5,10-diisopropyl-5,10-dihydrophenazine